3-(5-fluoroisoquinolin-4-yl)-5-(fluoromethyl)-1,5,6,7-tetrahydro-2H-cyclopenta[d]pyrimidine-2,4(3H)-dione FC1=C2C(=CN=CC2=CC=C1)N1C(NC2=C(C1=O)C(CC2)CF)=O